1-(2-((4-((2-(dimethylamino)ethyl)(methyl)amino)-2-methoxy-5-nitrophenyl)amino)pyrimidin-4-yl)-5-fluoro-3-isopropyl-1H-benzo[d]imidazol-2(3H)-one CN(CCN(C1=CC(=C(C=C1[N+](=O)[O-])NC1=NC=CC(=N1)N1C(N(C2=C1C=CC(=C2)F)C(C)C)=O)OC)C)C